OCCC(C1=CC=CC=C1)C1=NNC(=C1)C(=O)OCC ethyl 3-(3-hydroxy-1-phenyl-propyl)-1H-pyrazole-5-carboxylate